2-amino-1-(8,8-dimethyl-3-((6-(trifluoromethyl)pyridin-2-yl)amino)-2-(3,4,5-trifluorophenyl)-5,6-dihydroimidazo[1,2-a]pyrazin-7(8H)-yl)ethan-1-one NCC(=O)N1C(C=2N(CC1)C(=C(N2)C2=CC(=C(C(=C2)F)F)F)NC2=NC(=CC=C2)C(F)(F)F)(C)C